C1(CC1)C1=C(C(=NO1)C1=C(C=CC=C1Cl)Cl)CO[C@@H]1[C@H]2[C@@H](N([C@@H](C1)C2)C2=CC=C(C(=O)O)C=C2)C 4-[(1R,3S,4R,5S)-5-[[5-cyclopropyl-3-(2,6-dichlorophenyl)-1,2-oxazol-4-yl]methoxy]-3-methyl-2-azabicyclo[2.2.1]heptan-2-yl]benzoic acid